C(C)OC=1C=C(CCN)C=C(C1SCC)OCC 3,5-diethoxy-4-ethylsulfanylphenethylamine